O=C(OCCCOC1=CC(OC(=C1)C)=O)C=C 4-(1,5-dioxa-6-oxo-7-octenyl)-6-methyl-2-pyrone